(1R,3S,5R)-2-(2-(3-acetyl-7-methyl-5-(2-methylpyrimidin-5-yl)-1H-indol-1-yl)acetyl)-N-(6-bromo-4-methylpyridin-2-yl)-5-methyl-2-azabicyclo[3.1.0]hexane-3-carboxamide C(C)(=O)C1=CN(C2=C(C=C(C=C12)C=1C=NC(=NC1)C)C)CC(=O)N1[C@@H]2C[C@@]2(C[C@H]1C(=O)NC1=NC(=CC(=C1)C)Br)C